2-(benzyloxy)-N5-cyclobutyl-N3-methylpyridine-3,5-dicarboxamide C(C1=CC=CC=C1)OC1=NC=C(C=C1C(=O)NC)C(=O)NC1CCC1